Octane-2-carboxylic acid imide CC(CCCCCC)C(O)=N